3-(5-(4,4-difluoropiperidine-1-carbonyl)pyridin-2-yl)imidazo[1,2-a]pyridine-7-carbonitrile FC1(CCN(CC1)C(=O)C=1C=CC(=NC1)C1=CN=C2N1C=CC(=C2)C#N)F